1-hydroxy-4-ethyl-6-(2,4,4-trimethylpentyl)-pyridin-2-one ON1C(C=C(C=C1CC(CC(C)(C)C)C)CC)=O